(E)-ethyl (2-cyano-2-(2-(3,5-dichloro-4-((1-cyclopropyl-1H-benzo[d]imidazol-6-yl)oxy)phenyl)hydrazono)acetyl)carbamate C(#N)\C(\C(=O)NC(OCC)=O)=N/NC1=CC(=C(C(=C1)Cl)OC=1C=CC2=C(N(C=N2)C2CC2)C1)Cl